2-fluoro-5-(((R)-4-(methyl-d3)morpholin-2-yl)methoxy)-3-(5-methylthiazole-2-yl)-N-((R)-1-(2-(trifluoromethyl)pyrimidin-5-yl)ethyl)benzamide FC1=C(C(=O)N[C@H](C)C=2C=NC(=NC2)C(F)(F)F)C=C(C=C1C=1SC(=CN1)C)OC[C@H]1CN(CCO1)C([2H])([2H])[2H]